CC(C(=O)OCC)(C)C=1SC=CC1 ethyl 2-methyl-2-(2-thienyl)propanoate